(3S)-piperidin-3-ylcarbamic acid tert-butyl ester C(C)(C)(C)OC(N[C@@H]1CNCCC1)=O